((R)-4-(2-amino-4,6-dibromooxazolo[4,5-c]pyridin-7-yl)morpholin-2-yl)((S)-6,8-dichloro-1-methyl-3,4-dihydroisoquinolin-2(1H)-yl)methanone NC=1OC2=C(C(=NC(=C2N2C[C@@H](OCC2)C(=O)N2[C@H](C3=C(C=C(C=C3CC2)Cl)Cl)C)Br)Br)N1